2-methyl-imidazo[1,2-a]pyridin-6-amine CC=1N=C2N(C=C(C=C2)N)C1